8-((5-chloroindolin-1-yl)methyl)-N,N-dimethyl-2-morpholino-4-oxo-4H-chromene-6-carboxamide ClC=1C=C2CCN(C2=CC1)CC=1C=C(C=C2C(C=C(OC12)N1CCOCC1)=O)C(=O)N(C)C